lithium 2,6-dimethylbenzene-1,4-disulfonate CC1=C(C(=CC(=C1)S(=O)(=O)[O-])C)S(=O)(=O)[O-].[Li+].[Li+]